C(CC=C)C12C=CC(CC1)C2 (but-3-en-1-yl)bicyclo[2.2.1]hept-2-ene